FC1=CC=C(CSC=2N(C=3C(=NC=CC3)N2)C(C(=O)O)CC)C=C1 (2-((4-fluorobenzyl)thio)-1H-imidazo[4,5-b]pyridin-1-yl)butyric acid